4-bromo-3,6-difluoro-7-methoxy-1H-indole-1-carboxylic acid tert-butyl ester C(C)(C)(C)OC(=O)N1C=C(C2=C(C=C(C(=C12)OC)F)Br)F